5-[2-fluoro-4-(trifluoromethyl)phenyl]-3-methyl-triazole-4-carboxylic acid methyl ester COC(=O)C=1N(N=NC1C1=C(C=C(C=C1)C(F)(F)F)F)C